(2,4,6-Trimethylbenzoyl)diphenyl-phosphine oxide CC1=C(C(=O)P(C2=CC=CC=C2)(C2=CC=CC=C2)=O)C(=CC(=C1)C)C